CC=1C=CC=C2C(NC(=NC12)CSC1CCOCC1)=O 8-methyl-2-(((tetrahydro-2H-pyran-4-yl)thio)methyl)quinazolin-4(3H)-one